(S)-2-(4-(5-(3,5-difluorophenyl)-4,5-dihydro-1H-pyrazole-1-carbonyl)piperazin-1-yl)-5-fluoropyrimidine-4-carboxamide FC=1C=C(C=C(C1)F)[C@@H]1CC=NN1C(=O)N1CCN(CC1)C1=NC=C(C(=N1)C(=O)N)F